3-(6-(2-(trifluoromethyl)phenyl)-2H-indazol-2-yl)propan-1-ol FC(C1=C(C=CC=C1)C=1C=CC2=CN(N=C2C1)CCCO)(F)F